5-bromo-3-(2-(3-(3-fluorophenyl)-4-oxothiazolidine-2-ylidene)hydrazono)indol-2-one BrC=1C=C2C(C(NC2=CC1)=O)=NN=C1SCC(N1C1=CC(=CC=C1)F)=O